[18F]C(CCSCCC(=O)O)C\C=C/C\C=C/C\C=C/CC 3-{[(5Z,8Z,11Z)-3-[18F]fluorotetradec-5,8,11-trien-1-yl]sulfanyl}propanoic acid